CC1(OC(C(C(O1)=O)C)=O)C 2,2,5-trimethyl-1,3-dioxane-4,6-dione